1,12,23-tribenzyl 12-(2,5-dioxopyrrolidin-1-yl) tricosane-1,12,12,23-tetracarboxylate C(CCCCCCCCCCC(CCCCCCCCCCCC(=O)OCC1=CC=CC=C1)(C(=O)OCC1=CC=CC=C1)C(=O)ON1C(CCC1=O)=O)C(=O)OCC1=CC=CC=C1